tungsten-niobium dopamine NCCC1=CC(O)=C(O)C=C1.[Nb].[W]